methyl(((7-(5-(trifluoromethyl)-1,2,4-oxadiazol-3-yl)imidazo[1,2-a]pyridin-2-yl)methyl)imino)(3,3,3-trifluoropropyl)-λ6-sulfanone CS(=O)(CCC(F)(F)F)=NCC=1N=C2N(C=CC(=C2)C2=NOC(=N2)C(F)(F)F)C1